4-((1-(5-(3-cyano-6-ethoxypyrazolo[1,5-a]pyridin-4-yl)pyridin-2-yl)-4-(2,5-difluorobenzamido)piperidin-4-yl)methyl)piperazin C(#N)C=1C=NN2C1C(=CC(=C2)OCC)C=2C=CC(=NC2)N2CCC(CC2)(NC(C2=C(C=CC(=C2)F)F)=O)CN2CCNCC2